COS(=O)(=O)[O-].C[N+](CCOC(C(=C)C)=O)(C)C trimethyl({2-[(2-methylprop-2-enoyl)oxy]ethyl})azanium methyl-sulfate